C(C1=CC=CC=C1)OC1=C(C=CC=C1F)C1=CC(=CC=C1Cl)C[C@]1(C[C@H](CC1)NS(=O)(=O)C)C(=O)N (1R,3S)-1-((2'-(benzyloxy)-6-chloro-3'-fluoro-[1,1'-biphenyl]-3-yl)methyl)-3-(methylsulfonamido)cyclopentane-1-carboxamide